C1(CCC1)NC1=NC=CC(=C1)OC1=CC(=C(C=C1)NC1=NC=NC2=CC(=C(C=C12)NC1CCN(CC1)C(C=C)=O)OC)F 1-(4-((4-((4-((2-(cyclobutylamino)pyridin-4-yl)oxy)-2-fluorophenyl)amino)-7-methoxyquinazolin-6-yl)amino)piperidin-1-yl)prop-2-en-1-one